(S)-2-methyl-N-[1-[3-(1-piperidyl)-1,2,4-thiadiazol-5-yl]ethyl]propane-2-sulfinamide CC(C)(C)[S@](=O)NC(C)C1=NC(=NS1)N1CCCCC1